The molecule is a member of the class of acridines that is 9,10-dihydroacridine substituted by an oxo group at position 9. It is a member of acridines and a cyclic ketone. C1=CC=C2C(=C1)C(=O)C3=CC=CC=C3N2